(1SR,4SR)-6-(dibenzylamino)-1-methyl-2'-(methylthio)-4'-(1,4-oxazepan-4-yl)-5',8'-dihydrospiro[isochromane-4,7'-pyrano[4,3-d]pyrimidine]-5-carbonitrile C(C1=CC=CC=C1)N(C1=C(C2=C(C=C1)[C@@H](OC[C@]21CC=2N=C(N=C(C2CO1)N1CCOCCC1)SC)C)C#N)CC1=CC=CC=C1 |r|